3-chloro-6-((2R,3S,4S,5R)-3-(3,4-difluoro-2-methoxyphenyl)-4,5-dimethyl-5-(trifluoromethyl)tetrahydrofuran-2-yl)-5-methoxy-2-methylpyridin-4(1H)-one ClC1=C(NC(=C(C1=O)OC)[C@@H]1O[C@]([C@H]([C@H]1C1=C(C(=C(C=C1)F)F)OC)C)(C(F)(F)F)C)C